N-[1-(1-benzyl-1H-pyrazol-4-yl)ethyl]-2-(6-{5-chloro-2-[(oxan-4-yl)amino]pyrimidin-4-yl}-1-oxo-2,3-dihydro-1H-isoindol-2-yl)acetamide C(C1=CC=CC=C1)N1N=CC(=C1)C(C)NC(CN1C(C2=CC(=CC=C2C1)C1=NC(=NC=C1Cl)NC1CCOCC1)=O)=O